CC1=C(C=CC=C1C)N1CCN(CC1)C(CN1N=C(C2=C1CCC2)C(=O)N2C1CC(CC2CC1)O)=O 1-[4-(2,3-dimethylphenyl)piperazin-1-yl]-2-[3-(3-hydroxy-8-azabicyclo[3.2.1]octane-8-carbonyl)-5,6-dihydrocyclopenta[c]pyrazol-1(4H)-yl]ethan-1-one